C(CCCCCCCCCCCCCCCCC)OC(CCC1=CC(=C(C(=C1)C(C)(C)C)O)C(C)(C)C)=O n-Octadecyl-β-(3,5-di-tert-butyl-4-hydroxyphenyl)propionat